S1C(=NC2=C1C=CC=C2)C2=C(N)C=CC=C2 2-(benzo[d]thiazol-2-yl)aniline